2-([1,1':3',1''-terphenyl]-5'-yl-d13)-4,4,5,5-tetramethyl-1,3,2-dioxaborolane C1(=C(C(=C(C(=C1[2H])[2H])[2H])[2H])[2H])C=1C(=C(C(=C(C1[2H])B1OC(C(O1)(C)C)(C)C)[2H])C1=C(C(=C(C(=C1[2H])[2H])[2H])[2H])[2H])[2H]